N-(5-(2-bromoacetamido)pentyl)acrylamide BrCC(=O)NCCCCCNC(C=C)=O